OC(COC(C1=C(C(=C(C=C1)F)F)NC1=C(C=C(C=C1)I)F)=O)CON=C 3,4-Difluoro-2-(2-fluoro-4-iodo-phenylamino)-benzoic acid 2-hydroxy-3-methyleneaminooxy-propyl ester